NC1=C(OCC#N)C(=CC=C1)Br (2-amino-6-bromophenoxy)acetonitrile